[B].[Sb] antimony-boron